CC1([C@@H](N2[C@H](S1)[C@@H](C2=O)N)C(=O)O)C (+)-6-Aminopenicillanic acid